2-[[3-(1,1-difluoroethyl)-1-bicyclo[1.1.1]pentanyl]sulfonyl]pyridine FC(C)(F)C12CC(C1)(C2)S(=O)(=O)C2=NC=CC=C2